(2R,3S,5R)-4-[[3-(4-Fluoro-2-methoxy-3-methyl-phenyl)-5-methyl-5-(trifluoromethyl)tetrahydrofuran-2-carbonyl]amino]pyridin-2-carboxamid FC1=C(C(=C(C=C1)[C@H]1[C@@H](O[C@](C1)(C(F)(F)F)C)C(=O)NC1=CC(=NC=C1)C(=O)N)OC)C